OP(O)OP(O)O.C(CCCCCCCCCCCCCCCCC)C(OC(C(CO)(CO)CO)CCCCCCCCCCCCCCCCCC)C(CO)(CO)CO dioctadecyl-dipentaerythritol diphosphite